amino-4-[hydroxy(methyl)phosphono]butanoic acid NC(C(=O)O)CCP(=O)(OC)OO